OP(O)OP(O)O.C(C)(C)(C1=CC=CC=C1)C1=C(C=CC(=C1)C(C)(C)C1=CC=CC=C1)C(O)(C(CO)(CO)CO)C1=C(C=C(C=C1)C(C)(C)C1=CC=CC=C1)C(C)(C)C1=CC=CC=C1 bis(2,4-dicumylphenyl)-pentaerythritol diphosphite